C(C)OC1=CC(=C(C=C1C)C)OCC diethoxy-m-xylene